O=S.[Ca].[Zn] zinc calcium oxysulfide